2-amino-2-(4-fluorophenyl)acetonitrile NC(C#N)C1=CC=C(C=C1)F